n-undecylamine C(CCCCCCCCCC)N